N=1C=NN2C1C=CC(=C2)C=2C=C(C=CC2C)NC(=O)[C@@H]2C[C@H](C2)C2CC2 trans-N-(3-([1,2,4]triazolo[1,5-a]pyridin-6-yl)-4-methylphenyl)-3-cyclopropylcyclobutanecarboxamide